C(#N)C=1C=CC2=C(N(C=N2)CC2=CC=C(C=C2)B(O)O)C1 4-((6-cyano-1,3-benzodiazol-1-yl)methyl)phenylboronic acid